N(=[N+]=[N-])CC1=CC=C(C=C1)Br 1-(azidomethyl)-4-bromo-benzene